1,5-dibromo-3,3-di(2-bromoethyl)pentane 3-(4-acetoxy-3-fluoro-2-methoxyphenyl)-4,5-dimethyl-5-(trifluoromethyl)tetrahydrofuran-2-yl-acetate C(C)(=O)OC1=C(C(=C(C=C1)C1C(OC(C1C)(C(F)(F)F)C)CC(=O)O)OC)F.BrCCC(CCBr)(CCBr)CCBr